NC1C(N(C2=C(C(C1)(F)F)C=C(C(=C2)C=2OC(=NN2)C21CNCC(C2)C1)F)CC1=CC=C(C=C1)Cl)=O 3-amino-8-[5-(3-azabicyclo[3.1.1]heptan-1-yl)-1,3,4-oxadiazol-2-yl]-1-[(4-chlorophenyl)methyl]-5,5,7-trifluoro-3,4-dihydro-1-benzazepin-2-one